NC=1N=NC(=CC1C1=CC(=NC=N1)C1CCN(CC1)C1CCC(CC1)C1=CC=CC=2N(CCOC21)[C@@H]2C(NC(CC2)=O)=O)C2=C(C=CC=C2)O (3S)-3-[8-[4-[4-[6-[3-amino-6-(2-hydroxyphenyl)pyridazin-4-yl]pyrimidin-4-yl]-1-piperidyl]cyclohexyl]-2,3-dihydro-1,4-benzoxazin-4-yl]piperidine-2,6-dione